ClC1=C(C(=CC=2NC(=NC21)C(O)C2=CC=C(C=C2)S(=O)(=O)CCC)Cl)C2=C(C=CC=C2)OC(F)(F)F (4,6-dichloro-5-(2-(trifluoromethoxy)phenyl)-1H-benzo[d]imidazol-2-yl)(4-(propylsulfonyl)phenyl)methanol